CC1OC2=CC(=CC=C2C2=C1C=C(C=C2)O[Si](C)(C)C(C)(C)C)O[Si](C)(C)C(C)(C)C ((6-methyl-6H-benzo[C]chromene-3,8-diyl)bis(oxy))bis(tert-butyldimethylsilane)